O=C1N(C[C@H]2N1CCNC2)C21CC(C2)(C1)C#N (S)-3-(3-oxohexahydroimidazo[1,5-a]pyrazin-2(3H)-yl)bicyclo[1.1.1]pentane-1-Carbononitrile